2-Chloro-7-methyl-9-[[4-[1-methyl-4-(trifluoromethyl)imidazol-2-yl]phenyl]methyl]purin-8-imine ClC1=NC=C2N(C(N(C2=N1)CC1=CC=C(C=C1)C=1N(C=C(N1)C(F)(F)F)C)=N)C